((2S,5R)-5-((5-(2-Chloro-4-phenoxybenzoyl)-7-(methylsulfonyl)-7H-pyrrolo[2,3-d]pyrimidin-4-yl)amino)tetrahydro-2H-pyran-2-yl)methyl methanesulfonate CS(=O)(=O)OC[C@H]1OC[C@@H](CC1)NC=1C2=C(N=CN1)N(C=C2C(C2=C(C=C(C=C2)OC2=CC=CC=C2)Cl)=O)S(=O)(=O)C